(3Z)-6-(methoxymethoxy)-3-hexenyl-magnesium iodide COCOCC\C=C/CC[Mg]I